C(C)(C)(C)OC(=O)N1C[C@@H](CCC1)NC1=NC=NC(=N1)Cl.FC1=CC=C(C=C1)C(C)=O 1-(4-fluorophenyl)ethanone tert-butyl-(R)-3-((4-chloro-1,3,5-triazin-2-yl)amino)piperidine-1-carboxylate